C(C=C)[C@@H]1N(CCN(C1=O)C(C1=CC=CC=C1)=O)C(=O)OCC1=CC=CC=C1 benzyl (S)-2-allyl-4-benzoyl-3-oxopiperazine-1-carboxylate